The molecule is a member of the class of dihydroxypyridines that is 1,4-dihydroxypyridin-2-one carrying an additional 6-ethenyl-2,4-dimethylcyclohexyl substituent at position 3. Pyridoxatin is a MMP-2 (Gelatinase A) inhibitor with antibiotic and anticancer properties. Also indicated to be a lipid peroxidation and DNA synthesis inhibitor as well as a free radical scavenger. It has a role as a fungal metabolite, an antimicrobial agent, an antineoplastic agent, a DNA synthesis inhibitor, a radical scavenger and an EC 3.4.24.24 (gelatinase A) inhibitor. It is a pyridone, a dihydroxypyridine and an olefinic compound. C[C@H]1C[C@H]([C@@H]([C@H](C1)C=C)C2=C(C=CN(C2=O)O)O)C